C(CC(O)(C(=O)[O-])CC(=O)[O-])(=O)O hydrogen citrate